C(CCCCCCCCCCCC)N(CC(C)N)CCCCCCCCCCCCC N,N-ditridecylpropylenediamine